3-fluoro-2-(2-fluorophenyl)-4-methoxyquinoline-7-carboxylic acid FC=1C(=NC2=CC(=CC=C2C1OC)C(=O)O)C1=C(C=CC=C1)F